3-(4-((14-azido-3,6,9,12-tetraoxatetradecyl)oxy)-3,5-dichlorophenyl)-3-(2-(5-((4-methylpyridin-2-yl)amino)pentanamido)acetamido)propanoic acid N(=[N+]=[N-])CCOCCOCCOCCOCCOC1=C(C=C(C=C1Cl)C(CC(=O)O)NC(CNC(CCCCNC1=NC=CC(=C1)C)=O)=O)Cl